C(C1=CC=CC=C1)N1C[C@@H]2C([C@@H]2C1)CC#N 2-((1R,5S,6s)-3-benzyl-3-azabicyclo[3.1.0]hexane-6-yl)acetonitrile